N-[(4S)-chroman-4-yl]-8-(2,4-dichlorophenyl)-4-(dimethylamino)-1,7-naphthyridine-3-carboxamide O1CC[C@@H](C2=CC=CC=C12)NC(=O)C=1C=NC2=C(N=CC=C2C1N(C)C)C1=C(C=C(C=C1)Cl)Cl